CC(C(C(C(C)(C)C)=O)=O)CCC tetramethyl-heptanedione